O1COC2=C1C=CC(=C2)NC2=C(N=C1N2C=CC(=C1)C)C1=CC=C(C=C1)OC N-(2H-1,3-BENZODIOXOL-5-YL)-2-(4-METHOXYPHENYL)-7-METHYLIMIDAZO[1,2-A]PYRIDIN-3-AMINE